(4S)-4-methyl-3-{[6-(4-methylphenoxy)pyridin-3-yl]methyl}-1,3-oxazolidin-2-one C[C@@H]1N(C(OC1)=O)CC=1C=NC(=CC1)OC1=CC=C(C=C1)C